7-fluoro-6-(5-methyl-6-oxo-4-(trifluoromethyl)pyridazin-1(6H)-yl)-4-(prop-2-yn-1-yl)spiro[benzo[b][1,4]oxazin-2,1'-cyclopropane]-3(4H)-one FC=1C(=CC2=C(OC3(CC3)C(N2CC#C)=O)C1)N1N=CC(=C(C1=O)C)C(F)(F)F